6-isopropoxy-2-(tetrahydro-2H-pyran-2-yl)-2H-pyrazolo[3,4-b]pyridine-5-carboxylic acid methyl ester COC(=O)C1=CC=2C(N=C1OC(C)C)=NN(C2)C2OCCCC2